CN1N=NC(=C1)C=1C=C2C=C(N=CC2=CC1)NC(=O)C1CCN(CC1)CC1(COC1)C N-(6-(1-methyl-1H-1,2,3-triazol-4-yl)isoquinolin-3-yl)-1-((3-methyloxetan-3-yl)methyl)piperidine-4-carboxamide